C1=CC(=C[N+](=C1)[O-])C(=O)N Oxynicotinamide